COC1=NC=C(C(=N1)OC)C=1C=CC=2N(N1)C(=CN2)F 6-(2,4-dimethoxypyrimidin-5-yl)-3-fluoro-imidazo[1,2-b]pyridazine